C(#C)C=1C=CNC1 4-Ethynyl-1H-pyrrole